COC=1C=C2C(=CNC2=CC1)CCN(CC=C)C N-(2-(5-methoxy-1H-indol-3-yl)ethyl)-N-methylpropan-2-en-1-amine